4-((6-(4-Ethyl-3-(hydroxymethyl)-5-oxo-4,5-dihydro-1H-1,2,4-triazol-1-yl)-8-((1,1,1-trifluoropropan-2-yl)oxy)isoquinolin-1-yl)oxy)-3,5-difluoro-N-(2-hydroxyethyl)benzamide C(C)N1C(=NN(C1=O)C=1C=C2C=CN=C(C2=C(C1)OC(C(F)(F)F)C)OC1=C(C=C(C(=O)NCCO)C=C1F)F)CO